(2S,4R)-1-(1-trifluoromethyl-cyclopropanecarbonyl)-4-[2-trifluoromethyl-4-(4-trifluoromethyl-pyrazol-1-yl)-benzenesulfonyl]-pyrrolidine-2-carboxylic acid (1-cyano-cyclopropyl)-amide C(#N)C1(CC1)NC(=O)[C@H]1N(C[C@@H](C1)S(=O)(=O)C1=C(C=C(C=C1)N1N=CC(=C1)C(F)(F)F)C(F)(F)F)C(=O)C1(CC1)C(F)(F)F